COC(/C=C/CCCP)OC (4E)-6,6-dimethoxy-4-hexenylphosphine